O1C=2C(OCC1)=CSC2 2,3-dihydrothieno(3,4-b)-1,4-dioxin